(R)-2-(3,4-difluoro-2-methoxy-5-(4-methyltetrahydro-2H-pyran-4-yl)phenyl)-2-((R)-3-(methyl(5-(5,6,7,8-tetrahydro-1,8-naphthyridin-2-yl)pentyl)amino)pyrrolidin-1-yl)acetic acid FC=1C(=C(C=C(C1F)C1(CCOCC1)C)[C@H](C(=O)O)N1C[C@@H](CC1)N(CCCCCC1=NC=2NCCCC2C=C1)C)OC